((4-methylpiperazin-1-yl)methyl)-[1,2,4]triazolo[4,3-a]quinazolin-5(4H)-one CN1CCN(CC1)CC1=NN=C2N1C1=CC=CC=C1C(N2)=O